[N+](=O)([O-])C1=CC=C(C[N+]2=CC3=C(C=C2)N=CN3)C=C1 5-(4-nitrobenzyl)-3H-imidazo[4,5-c]pyridin-5-ium